CC=1N=CC(=NC1)[C@@H]1N(OCC1)C(=O)OC(C)(C)C Tert-butyl (3R)-3-(5-methylpyrazin-2-yl)isoxazolidine-2-carboxylate